4-((1S,4S,5R)-5-((5-cyclopropyl-3-(2,6-dichlorophenyl)isoxazol-4-yl)methoxy)-2-azabicyclo[2.2.1]heptan-2-yl)-2-methylbenzoic acid C1(CC1)C1=C(C(=NO1)C1=C(C=CC=C1Cl)Cl)CO[C@H]1[C@@H]2CN([C@H](C1)C2)C2=CC(=C(C(=O)O)C=C2)C